fluoro-5-nitro-2,3-dihydro-1H-inden-1-one FC1C(C2=CC=C(C=C2C1)[N+](=O)[O-])=O